2-cyclobutyl-4-oxo-4,5-dihydrofuro[2,3-d]pyridazin-7-yl 4-methylbenzenesulfonate 2-cyclobutyl-4-oxo-4,5-dihydrofuro[2,3-d]pyridazin-7-yl-4-methylbenzenesulfonate C1(CCC1)C1=CC2=C(C(=NNC2=O)OS(=O)(=O)C2=CC=C(C=C2)C)O1.CC1=CC=C(C=C1)S(=O)(=O)OC1=NNC(C2=C1OC(=C2)C2CCC2)=O